FC(CN1N=NC2=C1C=C(C=C2)C=2C=CN1N=C(N=C(C12)OC)NC1CCN(CC1)C1(COC1)C#N)F 3-(4-((5-(1-(2,2-difluoroethyl)-1H-benzo[d][1,2,3]triazol-6-yl)-4-methoxypyrrolo[2,1-f][1,2,4]triazin-2-yl)amino)piperidin-1-yl)oxetane-3-carbonitrile